(R)-4-(2-(ethoxymethoxy)-3,4-difluorophenyl)-N-(1-methylpiperidin-3-yl)-5,6,7,8-tetrahydrophthalazin-1-amine C(C)OCOC1=C(C=CC(=C1F)F)C1=NN=C(C=2CCCCC12)N[C@H]1CN(CCC1)C